4-(benzo[d]oxazol-5-yloxy)-3-methylaniline O1C=NC2=C1C=CC(=C2)OC2=C(C=C(N)C=C2)C